6-[1-[(3S)-1-acetyl-3-piperidyl]pyrazol-4-yl]-4-[2-(dimethylamino)ethylsulfanyl]pyrazolo[1,5-a]pyridine-3-carbonitrile C(C)(=O)N1C[C@H](CCC1)N1N=CC(=C1)C=1C=C(C=2N(C1)N=CC2C#N)SCCN(C)C